C(C1=CC=CC=C1)N(S(=O)(=O)C1=CC=C(C=C1)S(=O)(=O)N1C[C@@H](CCC1)C(=O)OCC)C Ethyl (R)-1-((4-(N-benzyl-N-methylsulfamoyl)phenyl)sulfonyl)piperidine-3-carboxylate